C(C)(=O)N1CCC2=CC=C(C=C12)S(=O)(=O)O 1-Acetylindoline-6-sulfonic acid